gold (III) chloride [Au](Cl)(Cl)Cl